Tert-butyl-[[(2S)-oxiran-2-yl]methoxy]-diphenyl-silane C(C)(C)(C)[Si](C1=CC=CC=C1)(C1=CC=CC=C1)OC[C@H]1OC1